ClC1(CO1)CC 2-chloroepoxybutane